C(C)(C)(C)OC(=O)N1CC(C(CC1)CC)C(N(C)OC)=O 3-(methoxy(methyl)carbamoyl)-4-ethylpiperidine-1-carboxylic acid tert-butyl ester